Isopropyl (4-bromo-3-(dimethylphosphoryl)phenyl)carbamate BrC1=C(C=C(C=C1)NC(OC(C)C)=O)P(=O)(C)C